(3S,4R)-4-((dimethylamino)methyl)pyrrolidin-3-ol CN(C)C[C@@H]1[C@@H](CNC1)O